C(C1=CC=CC=C1)(C1=CC=CC=C1)(C1=CC=CC=C1)SC1=CC=C(C=C1)N1CCN(CC1)C(=O)OC(C)(C)C tert-butyl 4-{4-[(trityl)thio]phenyl}piperazine-1-carboxylate